ethyl 5-oxo-2-phenyl-4,5-dihydrothieno[3,2-b]pyridine-6-carboxylate O=C1C(=CC2=C(N1)C=C(S2)C2=CC=CC=C2)C(=O)OCC